methyl 2-bromo-5-[[5-chloro-4-(cyclopentylamino)pyrimidin-2-yl]amino]-3-methyl-benzoate BrC1=C(C(=O)OC)C=C(C=C1C)NC1=NC=C(C(=N1)NC1CCCC1)Cl